ClC=1C2=CN(N=C2C=CC1C1=NNC2=NC(=CN=C21)N2CC1C(C1CC2)(C2=NC=C(C=C2)F)CN)C [3-[3-(4-chloro-2-methylindazol-5-yl)-1H-pyrazolo[3,4-b]pyrazin-6-yl]-7-(5-fluoropyridin-2-yl)-3-azabicyclo[4.1.0]heptan-7-yl]methanamine